FC1=C(C=CC(=C1)F)N1C[C@@H]2N(CC3=C(C=C4C=C(C(NC4=C3)=O)CC)OCC2)CC1 (R)-3-(2,4-difluorophenyl)-10-ethyl-2,3,4,4a,5,6-hexahydro-1H,12H-pyrazino[1',2':5,6][1,5]oxazocino[2,3-g]quinolin-11(14H)-one